C(CCC)C=1O\C(\C2(C(C(=NN2C2=CC=CC=C2)C2=CC=CC=C2)C2=CC=CC=C2)C1)=N/S(=O)(=O)C1=CC=C(C=C1)C (Z)-N-(8-butyl-1,3,4-triphenyl-7-oxa-1,2-diazaspiro[4.4]nona-2,8-dien-6-ylidene)-4-methylbenzenesulfonamide